C(C)C(C=O)=CCCC 2-Ethyl-hexenal